6-phenylpyrimidin-4(3H)-on C1(=CC=CC=C1)C1=CC(NC=N1)=O